[Sn].[Pb].[Sn] tin lead-tin